COC=1C(=C(C=CC1)\C(=C/C1CCOCC1)\S(=O)(=O)C1=CC=CC=C1)C (E)-4-(2-(3-methoxy-2-methylphenyl)-2-(phenylsulfonyl)vinyl)tetrahydro-2H-pyran